C1(=CC=CC=C1)C1=NC(=C(C(=N1)N)F)N phenyl-5-fluoropyrimidine-4,6-diamine